CN1N=CC(=C1C=1C=CC=2N=C(N=C(C2N1)N1[C@@H](COCC1)C)C1=C2C=CNC2=CC(=C1)CO)C (R)-(4-(6-(1,4-dimethyl-1H-pyrazol-5-yl)-4-(3-methylmorpholino)pyrido[3,2-d]pyrimidin-2-yl)-1H-indol-6-yl)methanol